2,5-di-tert-butylpyrrole C(C)(C)(C)C=1NC(=CC1)C(C)(C)C